OC(C)(C)C=1N=CC(=NC1)N1C(O[C@@]2(C1)C[C@]1(C[C@H]1CC2)CN2C=NC1=C2C=C(C=C1)C#N)=O 1-(((1S,3R,6R)-3'-(5-(2-hydroxypropan-2-yl)pyrazin-2-yl)-2'-oxospiro[bicyclo[4.1.0]heptane-3,5'-oxazolidin]-1-yl)methyl)-1H-benzo[d]imidazole-6-carbonitrile